N-(4-(1-(2-(4-methoxyphenyl)acetyl)-3-methyl-1,2,3,6-tetrahydropyridin-4-yl)-1H-pyrrolo[2,3-b]pyridin-6-yl)cyclopropylcarboxamide COC1=CC=C(C=C1)CC(=O)N1CC(C(=CC1)C1=C2C(=NC(=C1)NC(=O)C1CC1)NC=C2)C